(2R,3S,4S,5R,6S)-6-[3-[[4-(4-allyloxybutyl)phenyl]methyl]-4-methyl-phenyl]-3,4,5-tribenzyloxy-2-(hydroxymethyl)-6-methoxy-tetrahydropyran-2-formaldehyde C(C=C)OCCCCC1=CC=C(C=C1)CC=1C=C(C=CC1C)[C@]1([C@@H]([C@H]([C@@H]([C@@](O1)(C=O)CO)OCC1=CC=CC=C1)OCC1=CC=CC=C1)OCC1=CC=CC=C1)OC